tert-butyl 7-(4-formyl-1H-benzo[d]imidazol-2-yl)-1-oxo-4-(pyrazolo[1,5-a]pyridin-3-yl)isoindole-2-carboxylate C(=O)C1=CC=CC=2NC(=NC21)C=2C=CC(=C1CN(C(C21)=O)C(=O)OC(C)(C)C)C=2C=NN1C2C=CC=C1